tert-butyl (2-(2-(2,3-bis(benzyloxy)-4-((2-(bis(2-(2,3-bis(benzyloxy)benzamido)ethyl)amino)ethyl)carbamoyl)benzamido)ethoxy)ethyl)carbamate C(C1=CC=CC=C1)OC1=C(C(=O)NCCOCCNC(OC(C)(C)C)=O)C=CC(=C1OCC1=CC=CC=C1)C(NCCN(CCNC(C1=C(C(=CC=C1)OCC1=CC=CC=C1)OCC1=CC=CC=C1)=O)CCNC(C1=C(C(=CC=C1)OCC1=CC=CC=C1)OCC1=CC=CC=C1)=O)=O